C(C)(C)(C)OC(=O)N1CC2=C(CC1)C(=NN2)C(=O)N2CCC(CC2)C2=C(C=CC(=C2)F)Cl 3-(4-(2-chloro-5-fluorophenyl)piperidine-1-carbonyl)-4,5-dihydro-1H-pyrazolo[3,4-c]Pyridine-6(7H)-carboxylic acid tert-butyl ester